NC1(CCC1)COC1=C(N(N=C1)C)C1=CC=2N(C=C1)N=C(C2)NC(=O)C2CC2 N-[5-[4-[(1-aminocyclobutyl)methoxy]-2-methyl-pyrazol-3-yl]pyrazolo[1,5-a]pyridin-2-yl]cyclopropanecarboxamide